FC=1C=C2C(=NNC(C2=CC1F)=O)[C@@H](C)NCC(C)C |r| racemic-6,7-difluoro-4-(1-(isobutylamino)ethyl)phthalazin-1(2H)-one